ClC1=CC=C(C=C1)[C@@]1(N(C(C2=CC(=CC=C12)C(C)(C)O)=O)CC1=CC=C(C=C1)Cl)OCC1(CCC1)CO (3R)-3-(4-chlorophenyl)-2-[(4-chlorophenyl)methyl]-3-{[1-(hydroxymethyl)cyclobutyl]methoxy}-6-(2-hydroxyprop-2-yl)-2,3-dihydro-1H-isoindol-1-one